(R or S)-4-(2-(3-(ethoxymethyl)-1-(2-(6-methylpyridin-3-yl)propan-2-yl)pyrrolidin-3-yl)ethyl)-1-methyl-1H-thieno[3,4-d]imidazole C(C)OC[C@]1(CN(CC1)C(C)(C)C=1C=NC(=CC1)C)CCC=1SC=C2N(C=NC21)C |o1:4|